tert-butyl ((7-cyano-5-(1H-imidazol-1-yl)-1H-indol-2-yl)methyl)carbamate C(#N)C=1C=C(C=C2C=C(NC12)CNC(OC(C)(C)C)=O)N1C=NC=C1